C1(=CC=CC=C1)CCCC1=NOC(=N1)[C@H]1N(CCC1)S(=O)(=O)CC1=CC=CC=C1 3-(3-Phenylpropyl)-5-[(2S)-1-benzylsulfonylpyrrolidin-2-yl]-1,2,4-oxadiazole